C(C)OC(=O)C1=C(N=C2N1N=C(C=C2)C)C2=C(C=CC=C2)F 2-(2-fluorophenyl)-6-methylimidazo[1,2-b]pyridazine-3-carboxylic acid ethyl ester